NC=1N=NC(=CC1N1CC2CCC(C1)N2C2=CC(=NC=C2)C#CCN2CC(CCCC2)(O)CF)C2=C(C=CC=C2)O 1-[3-[4-[3-[3-amino-6-(2-hydroxyphenyl)pyridazin-4-yl]-3,8-diazabicyclo[3.2.1]oct-8-yl]-2-pyridinyl]prop-2-ynyl]-3-(fluoromethyl)azepan-3-ol